[Si](C)(C)(C(C)(C)C)OCC[C@@H](C1=NC2=C(N1C1CCN(CC1)C)C=CC(=C2)C=2C(=NOC2C)C)NC(OC(C)(C)C)=O t-butyl (S)-(3-((t-butyldimethylsilyl)oxy)-1-(5-(3,5-dimethylisoxazol-4-yl)-1-(1-methylpiperidin-4-yl)-1H-benzo[d]imidazol-2-yl)propyl)carbamate